2,N-dicyclohexyl-2-(2-quinoxalin-6-yl-benzimidazol-1-yl)-acetamide C1(CCCCC1)C(C(=O)NC1CCCCC1)N1C(=NC2=C1C=CC=C2)C=2C=C1N=CC=NC1=CC2